3-methyl-2-{methyl-[(5R)-3-(prop-2-enoyl)-1-oxa-3,7-diazaspiro[4.4]nonane-7-carbonyl]amino}butanamide CC(C(C(=O)N)N(C(=O)N1C[C@]2(CN(CO2)C(C=C)=O)CC1)C)C